4,4'-bis(beta-hydroxyhexyloxy)biphenyl tert-butyl-N-[3-(2-phenylthiazol-4-yl)-1-bicyclo[1.1.1]pentanyl]carbamate C(C)(C)(C)OC(NC12CC(C1)(C2)C=2N=C(SC2)C2=CC=CC=C2)=O.OC(COC2=CC=C(C=C2)C2=CC=C(C=C2)OCC(CCCC)O)CCCC